tert-butyl N-[[7-[5-(3-chloro-5-cyano-7-fluoro-6-quinolyl)-1-methyl-pyrazol-4-yl]-4-oxo-3H-phthalazin-1-yl]methyl]carbamate ClC=1C=NC2=CC(=C(C(=C2C1)C#N)C1=C(C=NN1C)C1=CC=C2C(NN=C(C2=C1)CNC(OC(C)(C)C)=O)=O)F